Azepanone N1C(CCCCC1)=O